O=C1N(C(CC1)=O)OC(C1=C(C=CC(=C1)N1C(C=CC1=O)=O)F)=O 5-(2,5-dioxo-2,5-dihydro-1H-pyrrol-1-yl)-2-fluorobenzoic acid 2,5-dioxopyrrolidin-1-yl ester